ClC=1C(=C(C=C(C1)NC(=O)NCC=1C=C2CN(C(C2=CC1)=O)C1C(NC(CC1)=O)=O)NC(OC(C)(C)C)=O)C tert-butyl (3-chloro-5-(3-((2-(2,6-dioxopiperidin-3-yl)-1-oxoisoindolin-5-yl)methyl)ureido)-2-methylphenyl)carbamate